Behenamidoethyl-diethylamine C(CCCCCCCCCCCCCCCCCCCCC)(=O)NCCN(CC)CC